ClC=1C=NC(=C(C(=O)NC2CCC(CC2)CN2C(N(C3=C2C=CC=C3)C=3C=NC(=CC3)NCC(C)(F)F)=O)C1)C 5-chloro-N-((1r,4r)-4-((3-(6-((2,2-difluoropropyl)amino)pyridin-3-yl)-2-oxo-2,3-dihydro-1H-benzo[d]imidazol-1-yl)methyl)cyclohexyl)-2-methylnicotinamide